ClC1=NC2=CC(=CC=C2C(=C1)C1=C(C=C(C=C1)F)Cl)O[C@@H](CN1CCCCC1)C (2R)-2-[[2-chloro-4-(2-chloro-4-fluoro-phenyl)-7-quinolyl]oxy]-1-(1-piperidyl)propan